(3-((2-chloro-5-nitrophenyl)carbamoyl)-2,6-difluorophenyl)carbamic acid tert-butyl ester C(C)(C)(C)OC(NC1=C(C(=CC=C1F)C(NC1=C(C=CC(=C1)[N+](=O)[O-])Cl)=O)F)=O